4-(4-(6-propenoyl-2,6-diazaspiro[3.3]heptan-2-yl)phenyl)-6-(1-(difluoromethyl)-1H-pyrazol-4-yl)pyrazolo[1,5-a]pyridine-3-carbonitrile C(C=C)(=O)N1CC2(CN(C2)C2=CC=C(C=C2)C=2C=3N(C=C(C2)C=2C=NN(C2)C(F)F)N=CC3C#N)C1